(R)-2-amino-4,4-dimethylpentanoic acid methyl ester hydrochloride Cl.COC([C@@H](CC(C)(C)C)N)=O